ClC[C@H](COC1=C(C=C(C=C1)C(C)(C)C1=CC=C(C=C1)OC[C@H](CN1CCOCC1)O)I)O (S)-1-chloro-3-(4-(2-(4-((S)-2-hydroxy-3-morpholinopropoxy)phenyl)propan-2-yl)-2-iodophenoxy)propan-2-ol